C(N)(OC1=CC=C2C(=C1)CN(C(C21CCN(CC1)C1CCC(CC1)C(C)C)=O)CCNS(N)(=O)=O)=O 1'-((1s,4s)-4-isopropyl-cyclohexyl)-3-oxo-2-(2-(sulfamoyl-amino)ethyl)-2,3-dihydro-1H-spiro[isoquinoline-4,4'-piperidin]-7-yl carbamate